1-benzyl-1H-1,2,4-triazole C(C1=CC=CC=C1)N1N=CN=C1